4-chloro-1-hydroxybutanesulfonate sodium [Na+].ClCCCC(S(=O)(=O)[O-])O